oxo-phenylpropanesulfonyl fluoride O=C(CCS(=O)(=O)F)C1=CC=CC=C1